C1N(CC12COCC2)C2=CC=CC(=N2)C2=NC1=CC(=NC=C1C=C2)CNC(C2=CC(=CC(=C2)S(=O)(=O)C)F)=O N-((2-(6-(6-oxa-2-azaspiro[3.4]octan-2-yl)pyridin-2-yl)-1,6-naphthyridin-7-yl)methyl)-3-fluoro-5-(methylsulfonyl)benzamide